4-biphenylcarboxylic acid, sodium salt [Na+].C1(=CC=C(C=C1)C(=O)[O-])C1=CC=CC=C1